4-(thiophen-2-ylmethyl)imidazolidine-2-thione S1C(=CC=C1)CC1NC(NC1)=S